8-fluoro-N-(4,4,4-trifluoro-2-methyl-1-phenylbutan-2-yl)quinoline-3-carboxamide FC=1C=CC=C2C=C(C=NC12)C(=O)NC(CC1=CC=CC=C1)(CC(F)(F)F)C